benzyl 3-[5-acetyl-3-[7-(difluoromethyl)-6-(1-methylpyrazol-4-yl)-3,4-dihydro-2H-quinolin-1-yl]-6,7-dihydro-4H-pyrazolo[4,3-c]pyridin-1-yl]azetidine-1-carboxylate C(C)(=O)N1CC2=C(CC1)N(N=C2N2CCCC1=CC(=C(C=C21)C(F)F)C=2C=NN(C2)C)C2CN(C2)C(=O)OCC2=CC=CC=C2